6-amino-3,4-dihydroquinazolin-2(1H)-one NC=1C=C2CNC(NC2=CC1)=O